7-chloro-3-(3-chloro-2-(cyclopropylamino)pyridine-4-yl)pteridine-2,4(1H,3H)-dione ClC1=CN=C2C(N(C(NC2=N1)=O)C1=C(C(=NC=C1)NC1CC1)Cl)=O